FC1=CC=C(C=C1)C(=C1CCN(CC1)CCC=1N=NN(C1)S(=O)(=O)C1CC1)C1=CC=C(C=C1)F 4-(bis(4-fluorophenyl)methylene)-1-(2-(1-(cyclopropylsulfonyl)-1H-1,2,3-triazol-4-yl)ethyl)-piperidine